bisphenol-A methacrylate C(C(=C)C)(=O)O.OC1=CC=C(C=C1)C(C)(C)C1=CC=C(C=C1)O